COC=1C=C2C(=NC(=NC2=CC1OCCCN1CCCCC1)N1CCCC1)N1C(CCCC1)O 1-(6-methoxy-7-(3-(piperidin-1-yl)propoxy)-2-(pyrrolidin-1-yl)quinazolin-4-yl)piperidin-2-ol